N-octadecyl-2-(4-benzyloxyphenyl)-3,5,7-tribenzyloxy-quinolin-4-one C(CCCCCCCCCCCCCCCCC)N1C(=C(C(C2=C(C=C(C=C12)OCC1=CC=CC=C1)OCC1=CC=CC=C1)=O)OCC1=CC=CC=C1)C1=CC=C(C=C1)OCC1=CC=CC=C1